O1CCC2=C1C=CC(=C2)N2CCN(CC2)C(CN2N=C(C1=C2CCC1)C(=O)N1C[C@H](O[C@H](C1)C)C)=O 1-[4-(2,3-Dihydro-1-benzofuran-5-yl)piperazin-1-yl]-2-{3-[(2R,6S)-2,6-dimethylmorpholin-4-carbonyl]-5,6-dihydrocyclopenta[c]pyrazol-1(4H)-yl}ethan-1-on